7,8-dihydro-6H-imidazo[1',2':1,5]pyrrolo[2,3-d]pyrimidin N1=CN=CC2=C1N1C(=C2)NCC1